N1C=NC(C1)=O imidazol-4(1H)-one